perfluoro-4-oxa-5-hexene-sulfonic acid FC(C(C(OC(=C(F)F)F)(F)F)(F)F)(S(=O)(=O)O)F